methyl (S)-2-((1-(7,8-dichloro-4-(1H-imidazol-1-yl)quinolin-2-yl)pyrrolidin-2-yl)methoxy)acetate ClC1=CC=C2C(=CC(=NC2=C1Cl)N1[C@@H](CCC1)COCC(=O)OC)N1C=NC=C1